(Z)-N-tert-Butyl-1-(3-(3-(3-chloro-4-fluorophenyl)-4-oxo-3,4-dihydrophthalazin-1-yl)phenyl)methanimine oxide C(C)(C)(C)/[N+](=C/C1=CC(=CC=C1)C1=NN(C(C2=CC=CC=C12)=O)C1=CC(=C(C=C1)F)Cl)/[O-]